[(Z)-[amino(cyclopropyl)methylene]amino] 4-[(1S)-1-[(2,5-dimethylpyrimidin-4-yl)amino]ethyl]benzoate CC1=NC=C(C(=N1)N[C@@H](C)C1=CC=C(C(=O)O\N=C(\C2CC2)/N)C=C1)C